ClC=1C=C(CCOC=2C=C(C=CC2NS(=O)(=O)CC)C2=NNC(=C2C(=O)N)NC2=NC=CN=C2)C=CC1 3-(3-(3-chlorophenethoxy)-4-(ethylsulfonamido)phenyl)-5-(pyrazin-2-ylamino)-1H-pyrazole-4-carboxamide